CN([C@H](C(=O)NC(C(=O)NC)C(C)C)C(C)C)C 2-((S)-2-(dimethylamino)-3-methylbutanoyl-amino)-N,3-dimethylbutyramide